N-hydroxyisopropyl-N'-hydroxyethyl-pentylenediamine ONCCCCCN(CCO)C(C)C